COC([C@@H](N)C(C)C)=O L-Valine methyl ester